2,3-dihydro-3,3-dimethyl-1H-indene-5-propanal CC1(CCC2=CC=C(C=C12)CCC=O)C